CC(C)(C1(CC=C(C=C1)C1=CC=CC=C1)Br)C1=CC=C(C=C1)C1=CC=C(C=C1)Br 4',4''-(propane-2,2-diyl)bis(4-bromo-1,1'-biphenyl)